FC(CCOCCCCCCNCC(O)C1=CC(=C(C=C1)O)CO)(C1=CC=CC=C1)F 4-(2-{[6-(3,3-difluoro-3-phenylpropoxy)hexyl]Amino}-1-hydroxy-ethyl)-2-(hydroxymethyl)-phenol